3-((2r,3r)-2-(4-methoxyphenyl)-3-nitro-3-phenylpropyl)-5,5-dimethylcyclohex-2-en-1-one COC1=CC=C(C=C1)[C@@H](CC1=CC(CC(C1)(C)C)=O)[C@H](C1=CC=CC=C1)[N+](=O)[O-]